C1(CC1)C(C(=O)NC=1SC=C(N1)CN1CCN(CC1)C=1C=CC(=NC1C)C(=O)NC)=O 5-(4-((2-(2-cyclopropyl-2-oxoacetamido)thiazol-4-yl)methyl)piperazin-1-yl)-N,6-dimethylpicolinamide